O1C(CC1)CN1C=NC2=C1C=C(S2)C(=O)O 1-(oxetane-2-ylmethyl)-1H-thieno[2,3-d]imidazole-5-carboxylic acid